[(2S)-2-(2-[2-[6-(2,5-dioxopyrrol-1-yl)hexanamido]acetamido]acetamido)-3-phenylpropanamido]acetic acid O=C1N(C(C=C1)=O)CCCCCC(=O)NCC(=O)NCC(=O)N[C@H](C(=O)NCC(=O)O)CC1=CC=CC=C1